ON1C=C2C=CC3=CCN(C3=C2C(C1)CCN(CCO)CCO)C(F)(F)F 2,2'-((2-(7-hydroxy-1-(trifluoromethyl)-9H-pyrido[3,4]indol-9-yl)ethyl)azanediyl)diethanol